(R)-2-methyl-N-((R)-1-(3-(pentafluoro-λ6-sulfanyl)phenyl)ethyl)propane-2-sulfinamide CC(C)(C)[S@@](=O)N[C@H](C)C1=CC(=CC=C1)S(F)(F)(F)(F)F